(S)-1-amino-1-oxobutane NC(CCC)=O